BrC=1C(=NN2C=3C=CC(=CC3C(=NCC12)C1=C(C=CC=C1)F)Cl)C(=O)OCC Ethyl 5-bromo-12-chloro-9-(2-fluorophenyl)-2,3,8-triazatricyclo[8.4.0.02,6]tetradeca-1(10),3,5,8,11,13-hexaene-4-carboxylate